1-methyl-2-butyl-3-ethyl-4,5-dimethylimidazole tetracyanoborate C(#N)[B-](C#N)(C#N)C#N.CN1C(N(C(=C1C)C)CC)CCCC